CCCC(CCC(CCCCCCC)O)O tetradecane-4,7-diol